ascorbic acid di-ethyl-succinate C(C)C(C(C(=O)O)CC)C(=O)O.O=C1C(O)=C(O)[C@H](O1)[C@@H](O)CO